FC(C1=CC=2N(C=C1C1CCN(CC1)S(=O)(=O)C=1SC(=NN1)C)N=CN2)F 2-((4-(7-(difluoromethyl)-[1,2,4]triazolo[1,5-a]pyridin-6-yl)piperidin-1-yl)sulfonyl)-5-methyl-1,3,4-thiadiazole